fluoro-lactic acid FC(C(=O)O)(O)C